ammonium sulfate nitrate [N+](=O)([O-])[O-].S(=O)(=O)([O-])[O-].[NH4+].[NH4+].[NH4+]